N-((R,E)-4-(cyclopropylsulfonyl)but-3-en-2-yl)pyrimidine-2-carboxamide C1(CC1)S(=O)(=O)/C=C/[C@@H](C)NC(=O)C1=NC=CC=N1